3-(propoxyphenylphosphinyl)-propionic acid propyl ester C(CC)OC(CCP(=O)(C1=CC=CC=C1)OCCC)=O